CS(=O)(=O)N1CC2(C1)CN(C2)C2=NC=C(C=C2)B2OC(C(O2)(C)C)(C)C 2-methylsulfonyl-6-[5-(4,4,5,5-tetramethyl-1,3,2-dioxaborolan-2-yl)-2-pyridyl]-2,6-diazaspiro[3.3]heptane